BrC1=C(C=CC=C1)[C@H]1OCCN(C1)C1=CC(=NC(=N1)N)NC1CC1 |r| (R/S)-6-(2-(2-bromophenyl)morpholino)-N4-cyclopropylpyrimidine-2,4-diamine